7-methoxyquinazolin-6-yl-(R)-2-methylpiperazine-1-carboxylate COC1=C(C=C2C=NC=NC2=C1)OC(=O)N1[C@@H](CNCC1)C